4-((6-(3-((Benzyloxy)methyl)-4-ethyl-5-oxo-4,5-dihydro-1H-1,2,4-triazol-1-yl)-8-((1,1,1-trifluoropropan-2-yl)oxy)isoquinolin-1-yl)oxy)-3,5-difluorobenzonitrile C(C1=CC=CC=C1)OCC1=NN(C(N1CC)=O)C=1C=C2C=CN=C(C2=C(C1)OC(C(F)(F)F)C)OC1=C(C=C(C#N)C=C1F)F